OC([C@@H](C)N1C(C(=CC=C1)CN1N=NC(=C1)C1=NC(=NC2=C(C=CC=C12)OC)N)=O)(C)C 1-[(R)-2-hydroxy-1,2-dimethylpropyl]-3-{[4-(2-amino-8-methoxy-4-quinazolinyl)-1H-1,2,3-triazol-1-yl]methyl}-1H-pyridin-2-one